4,7-dihydro-4,7-ethano-2H-isoindole C=1NC=C2C3C=CC(C12)CC3